cumene hexafluorophosphate F[P-](F)(F)(F)(F)F.C1(=CC=CC=C1)C(C)C